CO.CO.CO.CO.CO.[Ta] tantalum pentamethanol